[3-(3-sulfonylpropionyloxy)-2,2-bis(3-sulfonylpropionyloxymethyl) propyl]3-sulfonylpropionate S(=O)(=O)=CCC(=O)OCC(COC(CC=S(=O)=O)=O)(COC(CC=S(=O)=O)=O)COC(CC=S(=O)=O)=O